FC(C(=O)O)(F)F.OC1=C(C=CC=C1C1=CC(=NO1)N1CCNCC1)C1=CC=C(C=C1)N1C(N(CC1)C)=O 1-(2'-Hydroxy-3'-(3-(piperazin-1-yl)isoxazol-5-yl)-[1,1'-biphenyl]-4-yl)-3-methylimidazolidin-2-one 2,2,2-trifluoroacetate